2-methoxy-5-(E)-propenyl-phenol COC1=C(C=C(C=C1)\C=C\C)O